4-(hydroxyiminomethyl)-benzoic acid methyl ester COC(C1=CC=C(C=C1)C=NO)=O